5-bromo-3-[(2,6-dichlorophenyl)methoxy]pyridin-2-amine BrC=1C=C(C(=NC1)N)OCC1=C(C=CC=C1Cl)Cl